CC([C@H](C)NC1=NC(=NC=C1C(=O)N)NC1CCC(CC1)OC)(C)C 4-((S)-3,3-dimethylbutan-2-ylamino)-2-((1r,4S)-4-methoxycyclohexylamino)pyrimidine-5-carboxamide